C1(=CC(=CC=C1)C=1N(C(=C(N1)C)C)C)C 2-m-tolyl-4,5-dimethylmethylimidazole